tert-butyl (2R,6R)-2-(hydroxymethyl)-6-methyl-morpholine-4-carboxylate OC[C@H]1CN(C[C@H](O1)C)C(=O)OC(C)(C)C